(4S)-4-hydroxypyrrolidine-2-one O[C@H]1CC(NC1)=O